C(C)OC(=O)C1=C(N=C(S1)NC1=NC(=CC(=N1)C1=CC=C(C=C1)C(NC1=CC=C(C=C1)Cl)=O)N1CCC(CC1)O)C 2-[4-[4-(4-chloro-phenylcarbamoyl)-phenyl]-6-(4-hydroxy-piperidin-1-yl)-pyrimidin-2-ylamino]-4-methyl-5-thiazolecarboxylic acid ethyl ester